1-(1-((5-(4-(4-morpholinobut-1-yn-1-yl)phenyl)isoxazol-3-yl)methyl)-1H-imidazol-2-yl)ethan-1-ol O1CCN(CC1)CCC#CC1=CC=C(C=C1)C1=CC(=NO1)CN1C(=NC=C1)C(C)O